(2S,4S)-tert-butyl 4-cyclohexyl-2-(((S)-1-methoxy-1-oxo-3-((S)-2-oxopyrrolidin-3-yl)propan-2-yl)carbamoyl)pyrrolidine-1-carboxylate C1(CCCCC1)[C@@H]1C[C@H](N(C1)C(=O)OC(C)(C)C)C(N[C@H](C(=O)OC)C[C@H]1C(NCC1)=O)=O